OC1=C(C=CC=C1)SCP(OCC)(OCC)=O Diethyl (2-hydroxyphenylthio)methylphosphonate